CC1=C(C=CC(=C1)C)C(CNC(=O)C1=CN=NC2=CC=CC=C12)(F)F N-[2-(2,4-dimethylphenyl)-2,2-difluoroethyl]cinnoline-4-carboxamide